OC=1C=C(C=C(C1)OCCC)OC(CCC=CCC=CCC=CCC=CCC=CCC=CCC)=O.OC1=C(C=C(C=C1)NC(C(=C)C)=O)N1N=C2C(=N1)C=CC(=C2)OC N-(4-hydroxy-3-(5-methoxy-2H-benzo[d][1,2,3]triazol-2-yl)phenyl)methacrylamide 3-hydroxy-5-propoxyphenyl-docosa-4,7,10,13,16,19-hexaenoate